2-[(4-{3-[(2,4-dichlorophenoxy)methyl]phenoxy}piperidin-1-yl)methyl]-1-[(1-ethyl-1H-imidazol-5-yl)methyl]-1H-1,3-benzodiazole-6-carboxylic acid ClC1=C(OCC=2C=C(OC3CCN(CC3)CC3=NC4=C(N3CC3=CN=CN3CC)C=C(C=C4)C(=O)O)C=CC2)C=CC(=C1)Cl